1,2,2,2-tetrafluoroethyl methyl ether COC(C(F)(F)F)F